(R)-1'-(6-amino-5-((2-amino-3-chloropyridin-4-yl)thio)pyrazin-2-yl)-1,3-dihydrospiro[indene-2,4'-piperidin]-1-amine NC1=C(N=CC(=N1)N1CCC2(CC1)[C@H](C1=CC=CC=C1C2)N)SC2=C(C(=NC=C2)N)Cl